8-(5-fluoro-3-methyl-1H-indol-7-yl)-7-methoxy-1,4,4,9-tetramethyl-5H-[1,2,4]triazolo[4,3-a]quinoxaline FC=1C=C2C(=CNC2=C(C1)C1=C(C=C2NC(C=3N(C2=C1C)C(=NN3)C)(C)C)OC)C